NC=1C2=C(N=CN1)N(C=C2C=2C=C(CNS(=O)(=O)C)C=CC2)[C@@H]2C[C@H](C2)CN2CC(C2)F N-(3-(4-amino-7-(trans-3-((3-fluoroazetidin-1-yl)methyl)cyclobutyl)-7H-pyrrolo[2,3-d]pyrimidin-5-yl)benzyl)methanesulfonamide